4-((2s,5r)-2-ethyl-4-(1-(2-fluoro-4-(trifluoromethyl)phenyl)ethyl)-5-methylpiperazin-1-yl)-1-methyl-2-oxo-1,2-dihydropyrido[3,2-d]Pyrimidine-6-carbonitrile C(C)[C@@H]1N(C[C@H](N(C1)C(C)C1=C(C=C(C=C1)C(F)(F)F)F)C)C=1C2=C(N(C(N1)=O)C)C=CC(=N2)C#N